C(C=C)C(=C)C.[Li] lithium 2-allyl-propylene